1-(2-(3-isopropyl-2-(8-methyl-[1,2,4]triazolo[1,5-a]pyridin-6-yl)-1H-indol-5-yl)morpholino)-2-(methylamino)ethanone C(C)(C)C1=C(NC2=CC=C(C=C12)C1OCCN(C1)C(CNC)=O)C=1C=C(C=2N(C1)N=CN2)C